FC=1C=C2OCCN3C[C@H]4[C@H](OCCN4C4=NC(=C5C=NN(C2=CC1)C5=N4)O)C3 (6R,7S)-15-fluoro-5,12-dioxa-2,9,19,20,24,25-hexazahexacyclo[17.5.2.16,9.02,7.013,18.022,26]heptacosa-1(24),13,15,17,20,22,25-heptaen-23-ol